FC=1C=C(CC=2C=C3C(=NNC3=CC2)\C=C\C2=C(C=CC=C2)F)C=C(C1)F (E)-5-(3,5-difluorobenzyl)-3-(2-fluorostyryl)-1H-indazole